O=C1C(CCCCCCCCCC1=O)=O Dioxocyclododecan-3-one